NC1=C(C=NC(=C1Cl)F)Cl 4-amino-3,5-dichloro-6-fluoro-pyridine